O1C(=CC=C1C(=O)O)C(=O)O.CC(C)O.CC(C)O di-2-propanol 2,5-furandicarboxylate